C1(CC1)N1N=C(C2=C(C(=CC=C12)C(C(F)(F)F)OC)OC)N1C(C2=CC=CC=C2C1=O)=O 2-(1-Cyclopropyl-4-methoxy-5-(2,2,2-trifluoro-1-methoxyethyl)-1H-indazol-3-yl)isoindoline-1,3-dione